tert-butyl (S)-3-((5-bromo-4-fluoro-2-nitrophenyl)amino)piperidine-1-carboxylate BrC=1C(=CC(=C(C1)N[C@@H]1CN(CCC1)C(=O)OC(C)(C)C)[N+](=O)[O-])F